C(C)(=O)N[C@H]1[C@@H](O)O[C@@H]([C@H]([C@@H]1O)O)CO 2-(acetamido)-2-deoxy-α-D-glucopyranose